tert-butyl (S)-(1-((3-methoxy-4-(3-methoxypyridin-4-yl)phenyl)amino)-1-oxo-3,3-diphenylpropan-2-yl)carbamate COC=1C=C(C=CC1C1=C(C=NC=C1)OC)NC([C@H](C(C1=CC=CC=C1)C1=CC=CC=C1)NC(OC(C)(C)C)=O)=O